ClC1=C(C(=CC=N1)NC1=CC2=C(N(C(N2C)=O)C)C=C1)C#N 6-Chloro-5-cyano-4-[(1,3-dimethyl-2-oxo-benzimidazol-5-yl)amino]pyridin